FC(C(=O)O)(F)F.N1CCCC=C1 Tetrahydropyridine trifluoroacetate salt